C(=O)(O)C=1OC(=CC1)C(=O)O 2,5-dicarboxylfuran